C(C)(=O)OC1=C(C=C(C=C1)OC(N(C)CCN(C)C(=O)OC1=CC2=C(N=C(S2)C#N)C=C1)=O)OC(C)=O 4-(((2-((((2-cyanobenzo[d]thiazol-6-yl)oxy)carbonyl)(methyl)amino)ethyl)(methyl)carbamoyl)oxy)-1,2-phenylene diacetate